[Br-].C(C)(C)(C)OC(=O)N1C2=C(NC(C1)=O)C=[N+](C=C2)CC2=CC=CC=C2 6-benzyl-3-oxo-2,4-dihydropyrido[3,4-b]pyrazin-6-ium-1-carboxylic acid tert-butyl ester bromide